2-(3-bromophenyl)propanenitrile BrC=1C=C(C=CC1)C(C#N)C